OC1=C(C=C(C=C1)C1=NC(=CC(=N1)C1=CC=CC=C1)C1=CC=CC=C1)C=1OC2=C(N1)C=CC=C2 2-(2-hydroxy-5-(4,6-diphenylpyrimidin-2-yl)phenyl)benzoxazole